[Si](C)(C)(C(C)(C)C)C#CC1=CC2=C(C=3N(CCC2)C2=C(C3C3=CC(=C(C=C3)OC3=NC=CC(=N3)C)F)C(=NC=N2)N)C=N1 3-((tert-butyldimethylsilyl)ethynyl)-13-(3-fluoro-4-((4-methylpyrimidin-2-yl)oxy)phenyl)-6,7-dihydro-5H-pyrido[3,4-c]pyrimido[5',4':4,5]pyrrolo[1,2-a]azepin-12-amine